[4-[(E)-[[5-(3-hydroxypropoxy)-1,1-dioxo-1,2-benzothiazol-3-yl]-isobutylhydrazono]methyl]-2-methoxy-phenyl]boronic acid OCCCOC=1C=CC2=C(C(=NS2(=O)=O)N(\N=C\C2=CC(=C(C=C2)B(O)O)OC)CC(C)C)C1